O1C(CCCC1)OCCCO 3-(tetrahydro-2H-pyran-2-yloxy)propan-1-ol